N-(3-(4-morpholino-6-(1H-pyrazolo[3,4-b]pyridin-4-yl)thieno[3,2-d]pyrimidine-2-yl)phenyl)nicotinamide O1CCN(CC1)C=1C2=C(N=C(N1)C=1C=C(C=CC1)NC(C1=CN=CC=C1)=O)C=C(S2)C2=C1C(=NC=C2)NN=C1